5-allylpyrimidine-2,4,6(1H,3H,5H)-trione C(C=C)C1C(NC(NC1=O)=O)=O